1-[(2R)-2-[[4-[[3-[rac-1,2-dideuterio-1-methyl-ethyl]-6-(trifluoromethyl)imidazo[1,2-a]pyridin-8-yl]amino]-1-piperidyl]methyl]morpholin-4-yl]prop-2-en-1-one [2H][C@](C[2H])(C)C1=CN=C2N1C=C(C=C2NC2CCN(CC2)C[C@@H]2CN(CCO2)C(C=C)=O)C(F)(F)F |&1:1|